C(C)(C)OB(OC(C)C)C1=C(C=CC=C1F)F diisopropyl(2,6-difluorophenyl)boronic acid